glycerin mono-behenate C(CCCCCCCCCCCCCCCCCCCCC)(=O)O.OCC(O)CO